2-methylbutyric acid amide CC(C(=O)N)CC